(R)-4-(4-fluoro-3-(3-((pyridin-2-ylmethyl)amino)pyrrolidine-1-carbonyl)benzyl)phthalazin-1(2H)-one FC1=C(C=C(CC2=NNC(C3=CC=CC=C23)=O)C=C1)C(=O)N1C[C@@H](CC1)NCC1=NC=CC=C1